1,2,3,3-Tetramethyl-3H-indole-1-ium iodide salt [I-].C[N+]1=C(C(C2=CC=CC=C12)(C)C)C